C(N)(OCCCC[C@H](N)C1=NC(=NO1)CC1=CC=C(C=C1)C1=CC=CC=C1)=O (S)-(5-(3-([1,1'-biphenyl]-4-ylmethyl)-1,2,4-oxadiazol-5-yl)-5-aminopentyl) carbamate